5-cyclopentenyl-1,3-cyclopentadiene C1(=CCCC1)C1C=CC=C1